ClC=1C=CC(=C(C1)CC(=O)NC1=CCN(C=C1)CC1=CC=NC=C1)O 4-[[2-(5-Chloro-2-hydroxyphenyl)acetyl]amino]-N-(4-pyridylmethyl)pyridin